Cl.N[C@@H]1CC[C@H](CC1)N(C(=O)NCC1=CC=CC=C1)C1=CC=C(C=C1)C1=CN(C(C=C1)=O)C 1-(trans-4-aminocyclohexyl)-3-benzyl-1-(4-(1-methyl-6-oxo-1,6-dihydropyridin-3-yl)phenyl)urea hydrochloride